4-(aminomethyl)-2-(2,6-dioxopiperidin-3-yl)isoindole-1,3-dione NCC1=C2C(N(C(C2=CC=C1)=O)C1C(NC(CC1)=O)=O)=O